ClC1=C(C=CC=C1)CC(=O)NC1=CC(=C2C=CN=C(C2=C1)OCC)S(N)(=O)=O 2-(2-chlorophenyl)-N-(1-ethoxy-5-sulfamoyl-isoquinolin-7-yl)acetamide